2-cyano-3-fluoropyridine-5-boronic acid pinacol ester C(#N)C1=NC=C(C=C1F)B1OC(C)(C)C(C)(C)O1